2-chloro-2,4-dinaphthyl-1,3,5-triazine ClC1(NC=NC(=N1)C1=CC=CC2=CC=CC=C12)C1=CC=CC2=CC=CC=C12